C(CC(=C)C)C=1C=CC=C2C(C(=C(OC12)C1=CC=CC=C1)O)=O 8-isopentenyl-flavonol